3-(6-methyl-2-naphthoyl)piperidine-1-carboxylic acid tert-butyl ester C(C)(C)(C)OC(=O)N1CC(CCC1)C(=O)C1=CC2=CC=C(C=C2C=C1)C